(4-bromopyridin-2-yl)-3-(thiomorpholin-4-yl)propanamide BrC1=CC(=NC=C1)C(C(=O)N)CN1CCSCC1